4-allyl-6-hydroxypyrocatechol diisooctanoate C(CCCCC(C)C)(=O)OC=1C(OC(CCCCC(C)C)=O)=CC(=CC1O)CC=C